(1-(7-fluoro-1-methyl-[1,2,4]triazolo[4,3-a]quinazolin-5-yl)-1,2,3,4-tetrahydro-1,7-naphthyridin-5-yl)-2-methylbut-3-yn-2-ol FC=1C=C2C(=NC=3N(C2=CC1)C(=NN3)C)N3CCCC1=C(C=NC=C31)CC(C#C)(O)C